C(C)(=O)C=1C(=NC(=CC1)N1C=NC2=C1C=C(C=C2)CN2S(CCC2)(=O)=O)N2N=C(C=C2C)C#N 1-[3-acetyl-6-[6-[(1,1-dioxo-1,2-thiazolidin-2-yl)methyl]benzimidazol-1-yl]-2-pyridyl]-5-methyl-pyrazole-3-carbonitrile